COC1(CC(OC1)C(=O)OC)OC methyl 4,4-dimethoxytetrahydrofuran-2-carboxylate